O1C=CC2=C1C(=CC=C2)C2=NN1C(CN(CC1)C(\C=C\CN(C)C)=O)=C2C2=C1C(=NC=C2)NC=C1C (2E)-1-[2-(1-benzofuran-7-yl)-3-(3-methyl-1H-pyrrolo[2,3-b]pyridin-4-yl)-6,7-dihydropyrazolo[1,5-a]pyrazin-5(4H)-yl]-4-(dimethylamino)but-2-en-1-one